ClC1=C(C=C(C(=C1)OC)C1=C(C=CC=C1C)C)C=1NC(=C([N+]1[O-])C(NC1=CC(=CC=C1)C(F)(F)C1CC1)=O)C 2-(4-chloro-6-methoxy-2',6'-dimethyl-[1,1'-biphenyl]-3-yl)-4-((3-(cyclopropyldifluoromethyl)phenyl)carbamoyl)-5-methyl-1H-imidazole 3-oxide